N1=C(C=CC=C1)CNC1=NC=C2N=CNC2=N1 ((pyridin-2-ylmethyl)amino)-9H-purin